ClC1=C(C=C(C(=O)N(C2=C(OCCC(=O)OCOC(C(C)(C)C)=O)C=CC=C2)C)C=C1)C=1C=NC(=CC1C#N)C(F)(F)F 2,2-dimethyl-propionic acid 3-(2-{[4-chloro-3-(4-cyano-6-trifluoromethyl-pyridin-3-yl)-benzoyl]-methyl-amino}-phenoxy)-propionyloxymethyl ester